4-Aminobutane-1,2-dithiol NCCC(CS)S